C(N)(=O)[C@H]1N2C(N([C@H](C(=C1)C)C2)OC(C(=O)OCC)(F)F)=O Ethyl 2-(((2S,5R)-2-carbamoyl-4-methyl-7-oxo-1,6-diazabicyclo[3.2.1]oct-3-en-6-yl) oxy)-2,2-difluoroacetate